OC=1C=C2C=CC(=NC2=CC1)C=1C=C2CN(C(C2=CC1)=O)C1C(NC(CC1)=O)=O 3-[5-(6-hydroxyquinolin-2-yl)-1-oxo-2,3-dihydro-1H-isoindol-2-yl]piperidine-2,6-dione